(4S,12aS)-N-[(4-Fluorophenyl)methyl]-7-hydroxy-4-methyl-1-[2-(methyloxy)ethyl]-6,8-dioxo-1,2,3,4,6,8,12,12a-octahydropyrido[1',2':4,5]pyrazino[1,2-a]pyrimidine-9-carboxamide FC1=CC=C(C=C1)CNC(=O)C=1C(C(=C2N(C[C@@H]3N([C@H](CCN3CCOC)C)C2=O)C1)O)=O